FC1=C(C(=CC(=C1)OC)F)C1=C(C(N(N1C)C1=NC(=CC(=C1)OC(C)C)OCC(C)(C)O)=O)NC(C1=CC=C(C=C1)OC(F)F)=O N-(5-(2,6-Difluoro-4-methoxyphenyl)-2-(6-(2-hydroxy-2-methylpropoxy)-4-isopropoxypyridin-2-yl)-1-methyl-3-oxo-2,3-dihydro-1H-pyrazol-4-yl)-4-(difluoromethoxy)benzamide